[Si](C1=CC=CC=C1)(C1=CC=CC=C1)(C(C)(C)C)OCC1(CCCC1)COC=1C=C(C=CC1N1CCN(CC1)C)NN1CN=C2C(=C1)C(=CC(N2)=O)C#C[Si](C(C)C)(C(C)C)C(C)C 3-([(1S,3R)-3-([(tert-Butyldiphenylsilyl)oxy]methylcyclopentyl)methoxy-4-(4-methyl-piperazin-1-yl)phenyl]amino)-5-[2-(triisopropylsilyl)ethynyl]-8H-pyrido[2,3-d]pyrimidin-7-one